7-(3,4-dimethoxyphenyl)-N-(5-(4-methylpiperazine-1-carbonyl)pyridin-2-yl)pyrazolo[1,5-a]pyrimidine-2-carboxamide COC=1C=C(C=CC1OC)C1=CC=NC=2N1N=C(C2)C(=O)NC2=NC=C(C=C2)C(=O)N2CCN(CC2)C